C(=C)C(C(C(C(C(C(C=C)(F)F)(F)F)(F)F)(F)F)(F)F)(F)F 1,6-divinyl-dodecafluorohexane